tert-butyl (R or S)-3-(4-(difluoromethyl)-2-(3-(3-fluoro-4-methylphenyl)-3-(1,2,4-thiadiazol-5-yl)pyrrolidine-1-carboxamido)phenoxy)azetidine-1-carboxylate FC(C1=CC(=C(OC2CN(C2)C(=O)OC(C)(C)C)C=C1)NC(=O)N1C[C@](CC1)(C1=NC=NS1)C1=CC(=C(C=C1)C)F)F |o1:25|